C1CC1=O ethyleneketone